ethyl [1,2]oxazolo[4,3-h]quinoline-3-carboxylate N=1OC(=C2C=CC=3C=CC=NC3C21)C(=O)OCC